4-(3-(3-fluoro-4-(4-(prop-2-yn-1-yl)piperazin-1-yl)phenyl)-2-methyl-3H-imidazo[4,5-b]pyridin-5-yl)pyridin-2-amine FC=1C=C(C=CC1N1CCN(CC1)CC#C)N1C(=NC=2C1=NC(=CC2)C2=CC(=NC=C2)N)C